C(C=C)C=1C=C(C(=C(C1)C1=C(C=CC(=C1)CC=C)O)O)C=CCC1=C(C=CC=C1)Br 3-(5,5'-diallyl-2,2'-dihydroxy-[1,1'-biphenyl]-3-yl)-1-(2-bromophenyl)prop-2-en